N,N'-bis(3,5-di-tert-butyl-4-hydroxyphenylpropionyl)trimethylenediamide C(C)(C)(C)C=1C=C(C=C(C1O)C(C)(C)C)CCC(=O)[N-]CCC[N-]C(CCC1=CC(=C(C(=C1)C(C)(C)C)O)C(C)(C)C)=O